The molecule is a magnesium salt having sulfate as the counterion. It has a role as an anticonvulsant, a cardiovascular drug, a calcium channel blocker, an anaesthetic, a tocolytic agent, an anti-arrhythmia drug, an analgesic and a fertilizer. It is a magnesium salt and a metal sulfate. [O-]S(=O)(=O)[O-].[Mg+2]